ClC1=NC(=CC(=C1O)I)CO 2-chloro-3-hydroxy-6-(hydroxymethyl)-4-iodopyridine